O=C1NC(NC(=C1C#N)C=1SC=CC1)=S 4-oxo-6-(thiophen-2-yl)-2-thioxo-1,2,3,4-tetrahydropyrimidine-5-carbonitrile